C(C)(C)C=1C=NN2C1N=C(N=C2NC2CCN(CC2)C(=O)OC)C methyl 4-((8-isopropyl-2-methylpyrazolo[1,5-a][1,3,5]triazine-4-yl)amino)piperidine-1-carboxylate